3-Tosyl-oxetane S(=O)(=O)(C1=CC=C(C)C=C1)C1COC1